O(S(=O)(=O)C(F)(F)F)C=1CCOC(C1)C=1C=NN(C1)C 6-(1-methyl-1H-pyrazol-4-yl)-3,6-dihydro-2H-pyran-4-yl triflate